CC1=CC2=C(C3=CC(=CC=C3C(=C2C=C1)OC(=O)OCCCC)C)OC(=O)OCCCC 2,7-dimethyl-9,10-bis(n-butoxycarbonyloxy)anthracene